4-{3-fluoro-5-[3-(trifluoromethyl)azetidin-1-yl]pyridin-2-yl}-5-methylthiophene-2-carboxylic acid FC=1C(=NC=C(C1)N1CC(C1)C(F)(F)F)C=1C=C(SC1C)C(=O)O